morpholinyl-(3-aminophenyl)methanone N1(CCOCC1)C(=O)C1=CC(=CC=C1)N